NC1CCN(CC1)C1=CC(=NC(=N1)S(=O)(=O)C)NC1=CC(=C(C=C1)F)Cl 6-(4-aminopiperidin-1-yl)-N-(3-chloro-4-fluorophenyl)-2-(methylsulfonyl)pyrimidin-4-amine